N-((5-(2-((2,4-dimethyl-5-phenylimidazo[1,5-b]pyridazin-7-yl)thio)acetyl)thiophen-2-yl)methyl)acetamide CC=1C=C(C=2N(N1)C(=NC2C2=CC=CC=C2)SCC(=O)C2=CC=C(S2)CNC(C)=O)C